tert-butyl (4-(7-((3-(diethylamino)propyl)carbamoyl)benzo[d]imidazo[2,1-b]thiazol-2-yl)benzyl)carbamate C(C)N(CCCNC(=O)C1=CC2=C(N3C(S2)=NC(=C3)C3=CC=C(CNC(OC(C)(C)C)=O)C=C3)C=C1)CC